3-(2-methylsulfanyl-ethyl)-1H-pyrimidin-2,4-dione CSCCN1C(NC=CC1=O)=O